benzyl (R)-((6-(2-hydroxy-4-(trifluoromethyl)phenyl)-5-methyl-3-((1-methylpiperidin-3-yl)thio)pyridazin-4-yl)methyl)(methyl)carbamate OC1=C(C=CC(=C1)C(F)(F)F)C1=C(C(=C(N=N1)S[C@H]1CN(CCC1)C)CN(C(OCC1=CC=CC=C1)=O)C)C